2-((5-chloro-2-((4-(4-((1-(5-(2,6-dioxopiperidin-3-yl)pyridin-3-yl)piperidin-4-yl)methyl)piperazin-1-yl)phenyl)amino)pyrimidin-4-yl)amino)-N-methylbenzamide ClC=1C(=NC(=NC1)NC1=CC=C(C=C1)N1CCN(CC1)CC1CCN(CC1)C=1C=NC=C(C1)C1C(NC(CC1)=O)=O)NC1=C(C(=O)NC)C=CC=C1